7-[2-[5-[(7-methyl-6-oxo-purin-1-yl)methyl]-2-oxo-1,3,4-oxadiazol-3-yl]ethyl]naphthalene-2-carbonitrile CN1C=NC=2N=CN(C(C12)=O)CC1=NN(C(O1)=O)CCC1=CC=C2C=CC(=CC2=C1)C#N